[Li].CC=1CC2=CC=CC(=C2C1)C1=CC=C(C=C1)C(C)(C)C 2-methyl-4-(4-t-butylphenyl)indene lithium